C1COCCN1SSSSN2CCOCC2 dimorpholine tetrasulfide